FC1=CC=C(C=N1)NC(N(CC1=NNC(=C1)C(F)(F)F)C=1C=NC(=NC1)OC)=O (6-Fluoropyridin-3-yl)-1-(2-methoxypyrimidin-5-yl)-1-((5-(trifluoromethyl)-1H-pyrazol-3-yl)methyl)urea